Hydroxycopper phosphate P(=O)([O-])([O-])[O-].O[Cu+].O[Cu+].O[Cu+]